(2-(4-((tert-butoxycarbonyl)amino)bicyclo[2.2.2]octan-1-yl)thiazole-4-carbonyl)-L-serine C(C)(C)(C)OC(=O)NC12CCC(CC1)(CC2)C=2SC=C(N2)C(=O)N[C@@H](CO)C(=O)O